(8aS,11R)-10-acryloyl-3-(8-chloronaphthalen-1-yl)-4-fluoro-7-methyl-11-((methylsulfonyl)methyl)-9,10,11,12-tetrahydro-7H-pyrazino[1',2':4,5]pyrazino[2,3-c][1,6]naphthyridin-8(8aH)-one C(C=C)(=O)N1C[C@@H]2N(C3=C(C=NC4=C(C(=NC=C34)C3=CC=CC4=CC=CC(=C34)Cl)F)N(C2=O)C)C[C@@H]1CS(=O)(=O)C